ClC1=CC=C(C=C1)CNC(=O)NC1=CC=C(C=C1)CC(=O)N1C[C@@H](N(CC1)C(=O)OC(C)(C)C)C tert-butyl (2S)-4-{2-[4-({[(4-chlorophenyl)methyl]amino} carbonylamino)phenyl]acetyl}-2-methylpiperazinecarboxylate